(2-acetamidoethyl) disulfide C(C)(=O)NCCSSCCNC(C)=O